N1C=CC=2C1=NC=C(C2)OC2=C(C(=O)OC)C=CC(=N2)Br Methyl 2-((1H-pyrrolo[2,3-b]pyridin-5-yl)oxy)-6-bromonicotinate